CC1=CC[C@H]2[C@]([C@@H]1C=O)(CCCC2(C)C)C drimenal